CC=1N(N=C2C(=NN=C(C21)C)N2CCC(CC2)C(=O)NCC=2C=NC=CC2)C2=CC=C(C=C2)C 1-(3,4-dimethyl-2-(p-tolyl)-2H-pyrazolo[3,4-d]pyridazin-7-yl)-N-(pyridin-3-ylmethyl)piperidine-4-carboxamide